2-((1-(6-Methyl-2-(2-methyl-1-oxoisoindolin-5-yl)-4-oxo-4H-chromen-8-yl)ethyl)amino)benzoic acid CC=1C=C2C(C=C(OC2=C(C1)C(C)NC1=C(C(=O)O)C=CC=C1)C=1C=C2CN(C(C2=CC1)=O)C)=O